C(CCCCC)(=O)OC[C@@H](OO)COP(=O)(O)O 1-monohexanoyl-2-hydroxy-sn-glycero-3-phosphate